FC=1C=C(C=CC1F)[C@H](C)NC(=O)C1=NC(=CN=C1NCC1=CC=C(C=C1)C1=NC(=C(N=C1)N)CCCO)C#N 3-{4-[5-Amino-6-(3-hydroxy-propyl)-pyrazin-2-yl]-benzylamino}-6-cyanopyrazine-2-carboxylic acid [(S)-1-(3,4-difluoro-phenyl)-ethyl]-amide